N-(R-2-chloro-propyl)-2-aminoacetic acid tert-butyl ester C(C)(C)(C)OC(CNC[C@@H](C)Cl)=O